P(=O)(O)(O)O.COC=1C=C(C=C(C1)OC)C1C(C2=CC(=CC(=C2C1C1=CC=C(C=C1)O)OC)OC)=O (3,5-dimethoxyphenyl)-3-(4-hydroxyphenyl)-4,6-dimethoxyindanone phosphate